C1(CC1)C1=C(C(=CC(=C1)C(F)(F)F)OC)C1=C2C(=C(N=N1)N[C@H]1CN(CCC1)C)C=NC=C2 1-[2-cyclopropyl-6-methoxy-4-(trifluoromethyl)phenyl]-N-[(3R)-1-methyl-3-piperidinyl]pyrido[3,4-d]pyridazin-4-amine